(3R,4R)-3-Amino-1-(2-((1-isopropyl-1H-pyrazolo[3,4-b]pyridin-6-yl)amino)-5-((tetrahydro-2H-pyran-4-yl)ethanyl)pyridin-4-yl)piperidin-4-ol N[C@@H]1CN(CC[C@H]1O)C1=CC(=NC=C1CCC1CCOCC1)NC1=CC=C2C(=N1)N(N=C2)C(C)C